C(C)(C)(C)N(C(=O)OCCNCCO)N1C(C2=CC(=CC=C2C1)C=1OC(=NN1)C(F)F)=O 2-(2-hydroxyethylamino)ethanol tert-butyl-{6-[5-(difluoromethyl)-1,3,4-oxadiazol-2-yl]-1-oxo-1,3-dihydro-2H-isoindol-2-yl}carbamate